[N+](=O)([O-])C1=CC=CC2=C1N(C(N2S(=O)(=O)C2=CC=C(C)C=C2)=O)CC(=O)OC methyl 2-(7-nitro-2-oxo-3-tosyl-2,3-dihydro-1H-benzo[d]imidazol-1-yl)acetate